C(C)(C)(C)OC(=O)N1CC=C(CC1)B1OC(C)(C)C(C)(C)O1 N-t-butyloxycarbonyl-1,2,5,6-tetrahydropyridine-4-boronic acid pinacol ester